C(C)(C)(C)C=1C=C(C=C(C1)C(C)(C)C)[C@@H](C)C1=C(C(=CC(=C1)C)[C@H](C)C1=CC(=CC(=C1)C(C)(C)C)C(C)(C)C)N1C(N(C=C1)C1=C(C=C(C=C1[C@H](C)C1=CC(=CC(=C1)C(C)(C)C)C(C)(C)C)C)[C@H](C)C1=CC(=CC(=C1)C(C)(C)C)C(C)(C)C)=N 1,3-bis(2,6-bis((R)-1-(3,5-di-tert.-butylphenyl)ethyl)-4-methylphenyl)-1,3-dihydro-2H-imidazole-2-imine